3-(aminomethyl)-5-fluorobenzoic acid methyl ester COC(C1=CC(=CC(=C1)F)CN)=O